C(#CC)C1=NC=CN=C1 2-(prop-1-yn-1-yl)pyrazine